CN1C(=NC2=C1C=C(C(=C2)C2=CC=CN1C(=CC=C21)C(=O)C2=CC(=C(C(=C2)F)NC(\C=C\CN[C@H]2COCC2)=O)F)C(F)(F)F)C (R,E)-N-(4-(8-(1,2-dimethyl-6-(trifluoromethyl)-1H-benzo[d]imidazol-5-yl)indolizine-3-carbonyl)-2,6-difluorophenyl)-4-((tetrahydrofuran-3-yl)amino)but-2-enamide